phosphonic acid mono[3-(hexadecyloxy) propyl] ester C(CCCCCCCCCCCCCCC)OCCCOP(O)=O